C1(CC1)CN1C(=CC=2C1=C1CC(N(C1=CC2)C(=O)OC(C)(C)C)=O)C2=NC1=C(N2C)C(=CC(=C1)C(=O)OC)F tert-butyl 1-(cyclopropylmethyl)-2-(7-fluoro-5-(methoxycarbonyl)-1-methyl-1H-benzo[d]imidazol-2-yl)-7-oxo-7,8-dihydropyrrolo[2,3-e]indole-6(1H)-carboxylate